CN1C(N(C2=NC(=NC=C12)NC1=C(C2=C(N=CS2)C=C1)C)C1(CCOCC1)C#N)=O 4-(7-methyl-2-((7-methylbenzothiazol-6-yl)amino)-8-oxo-7,8-dihydro-9H-purin-9-yl)tetrahydro-2H-pyran-4-carbonitrile